C(C)(C)(C)OC(=O)N1CC(C1)N1C(N(C=2C1=NC=CC2)C2=CC=C(C=C2)C2=CC=CC=C2)=O 3-(1-([1,1'-biphenyl]-4-yl)-2-oxo-1,2-dihydro-3H-imidazo[4,5-b]pyridin-3-yl)azetidine-1-carboxylic acid tert-butyl ester